3-(2-neopentyl-allyl)tetrahydrofuran-2,5-dione C(C(C)(C)C)C(CC1C(OC(C1)=O)=O)=C